2-chloro-4-[[3-[1-(cyanomethyl)-3-(trifluoromethyl)pyrazol-4-yl]imidazo[1,2-a]pyrazin-8-yl]amino]-N-[2-oxo-2-[[(3S)-pyrrolidin-3-yl]amino]ethyl]benzamide ClC1=C(C(=O)NCC(N[C@@H]2CNCC2)=O)C=CC(=C1)NC=1C=2N(C=CN1)C(=CN2)C=2C(=NN(C2)CC#N)C(F)(F)F